[Cl-].C[S+](CCCCCCCCCCCCCCCCCC)C dimethyl-(octadecyl)sulfonium chloride